pyridoxine-d3 N1=C(C([2H])([2H])[2H])C(O)=C(CO)C(CO)=C1